FC=1C=C(C=CC1)C1CCC(CC1)OC[C@H]1[C@H]([C@@H]2[C@H](N1C(=O)OC)COC2)NS(=O)(=O)C methyl (2R,3S,3aS,6aS)-2-((((1s,4S)-4-(3-fluorophenyl)cyclohexyl)oxy)-methyl)-3-(methylsulfonamido)hexahydro-1H-furo[3,4-b]pyrrole-1-carboxylate